NCC1C(CN(C1)C1=NC=CC(=N1)NC1=NNC(=C1)C1CCCC1)(F)F 2-[4-(Aminomethyl)-3,3-difluoro-pyrrolidin-1-yl]-N-(5-cyclopentyl-1H-pyrazol-3-yl)pyrimidin-4-amine